C1(=CC=CC=C1)[SiH]=O phenyl-silaneOne